3-azido-3-deoxy-D-glucose N(=[N+]=[N-])[C@H]([C@H](C=O)O)[C@H](O)[C@H](O)CO